ClC=1C(=C(CN(C(=O)C=2C(=NN(C2F)C)C(F)F)C2CC2)C(=CC1)C(F)(F)F)F N-[3-chloro-2-fluoro-6-(trifluoromethyl)benzyl]-N-cyclopropyl-3-(difluoromethyl)-5-fluoro-1-methyl-1H-pyrazole-4-Formamide